(cyclohex-1-enyl)-2-methyl-4-phenyloxazole C1(=CCCCC1)C1=C(N=C(O1)C)C1=CC=CC=C1